(E)-3-(cyclohexylamino)-N-((1,2,3,5,6,7-hexahydro-s-indacen-4-yl)carbamoyl)-3-methylbut-1-ene-1-sulfonamide C1(CCCCC1)NC(/C=C/S(=O)(=O)NC(NC1=C2CCCC2=CC=2CCCC12)=O)(C)C